N-Boc-(1R,2S,5S)-6,6-dimethyl-3-azabicyclo[3.1.0]hexane-2-carboxylic acid ethyl ester C(C)OC(=O)[C@@H]1[C@H]2C([C@H]2CN1C(=O)OC(C)(C)C)(C)C